3-(4-mercaptophenyl)-2,6-dimethylquinazolin-4(3H)-one SC1=CC=C(C=C1)N1C(=NC2=CC=C(C=C2C1=O)C)C